N1(CCCCC1)C=1C=C(C=CC1)NS(=O)(=O)C1=CC=C(C=C1)NC(=O)NCC=1C=NC=CC1 1-(4-{[3-(piperidin-1-yl)phenyl]sulfamoyl}phenyl)-3-(pyridin-3-ylmethyl)urea